[Cl-].[Cl-].C[Si](C)=[Zr+2](C1C(=C(C=C1C)C)C)C1C(=C(C=C1C)C)C dimethylsilylidenebis(2,3,5-trimethylcyclopentadienyl)zirconium dichloride